[[(1R)-1-[2-(trifluoromethyl)phenyl]ethyl]oxy]-thiophene-2-carboxamide FC(C1=C(C=CC=C1)[C@@H](C)OC1=C(SC=C1)C(=O)N)(F)F